potassium sodium water O.[Na].[K]